ClC1=CC=C(C=C1)C(C(C)C)N1CC2(C1)CCN(CC2)C2=CC(=C(C(=O)NS(=O)(=O)C1=CC(=C(C=C1)NCC1CCOCC1)[N+](=O)[O-])C=C2)OC=2C=C1C(=NC2)NC=C1 4-[2-[1-(4-chlorophenyl)-2-methyl-propyl]-2,7-diazaspiro[3.5]nonan-7-yl]-N-[3-nitro-4-(tetrahydropyran-4-ylmethylamino)phenyl]sulfonyl-2-(1H-pyrrolo[2,3-b]pyridin-5-yloxy)benzamide